COC1=CC=C(C(=N1)C)N1CN(C2=CC=C(C=C2C1=O)C(F)(F)F)C1=C(C=CC=C1)CC(F)(F)F 3-(6-methoxy-2-methylpyridin-3-yl)-1-(2-(2,2,2-trifluoroethyl)phenyl)-6-(trifluoromethyl)-2,3-dihydroquinazolin-4(1H)-one